(7-Chloro-3-methyl-3H-imidazo[4,5-b]pyridin-5-yl)-((R)-1-cyclopropylethyl)-methyl-amine ClC1=C2C(=NC(=C1)N(C)[C@H](C)C1CC1)N(C=N2)C